O1-tert-Butyl O5-[(2-chlorophenyl)-diphenyl-methyl] (2R)-2-(9H-fluoren-9-ylmethoxycarbonylamino)pentanedioate C1=CC=CC=2C3=CC=CC=C3C(C12)COC(=O)N[C@@H](C(=O)OC(C)(C)C)CCC(=O)OC(C1=CC=CC=C1)(C1=CC=CC=C1)C1=C(C=CC=C1)Cl